bis-(N,N-dimethylamino)ethylether CN(C)C(COCC(N(C)C)N(C)C)N(C)C